4-[[(2R,3R,4R,5R)-3-(2-ethyl-3,4-difluoro-phenyl)-4,5-dimethyl-5-(trifluoromethyl)tetrahydrofuran-2-carbonyl]amino]pyridin-2-carboxamid C(C)C1=C(C=CC(=C1F)F)[C@@H]1[C@@H](O[C@]([C@@H]1C)(C(F)(F)F)C)C(=O)NC1=CC(=NC=C1)C(=O)N